CC1=CC2=C(NC(OC2=O)=O)C(=C1)C 6,8-dimethyl-1H-benzo[d][1,3]oxazine-2,4-dione